2-((6-((6-methylpyridin-2-yl)amino)pyrimidin-4-yl)amino)nicotinamide CC1=CC=CC(=N1)NC1=CC(=NC=N1)NC1=C(C(=O)N)C=CC=N1